ClC=1C=C(C=CC1F)NC(N(C)C(C)C1=CNC(C2=C(C=CC=C12)F)=O)=O 3-(3-Chloro-4-fluorophenyl)-1-(1-(8-fluoro-1-oxo-1,2-dihydroisoquinolin-4-yl)ethyl)-1-methylurea